methyl 4-((S)-1-((R)-4-((4'-carbamoyl-2'-methyl-[1,1'-biphenyl]-3-yl)methyl)morpholine-3-carboxamido) ethyl)-2-hydroxybenzoate C(N)(=O)C1=CC(=C(C=C1)C1=CC(=CC=C1)CN1[C@H](COCC1)C(=O)N[C@@H](C)C1=CC(=C(C(=O)OC)C=C1)O)C